ClNC1=C(C=CC(=C1)C)F chloro-2-fluoro-5-methylaniline